C(C)OC(=O)C=1C=NN(C1)[C@H](C)C1=CC(=CC=C1)Cl |r| (Rac)-1-(1-(3-chlorophenyl)ethyl)-1H-pyrazole-4-carboxylic acid ethyl ester